C1(C=[Se])=NC=CC=2C3=CC=C(OC)C=C3NC12 harmineselon